CC1(C(NCC1)=O)C(=O)NNC(C1=NC=CC=C1NC1=CC=C(C=C1)C(F)(F)F)=O N'-(3-methyl-2-oxopyrrolidine-3-carbonyl)-3-((4-(trifluoromethyl)phenyl)amino)picolinohydrazide